ClC=1N=CC2=C(N1)N(C(=C2)C#N)CC=2C(=NC=CN2)N(S(=O)(=O)C)C N-(3-((2-chloro-6-cyano-7H-pyrrolo[2,3-d]pyrimidin-7-yl)methyl)pyrazin-2-yl)-N-Methylmethanesulfonamide